C1(C(C1)C(=O)NC1=CC(=C(N=N1)C(=O)NC)NC1=CC=CC2=C1OCC=1C2=NN(C1)C)=O 6-(cycloproponecarboxamido)-N-methyl-4-((2-methyl-2,4-dihydrochromeno[4,3-c]pyrazol-6-yl)amino)pyridazine-3-carboxamide